[Si](C)(C)(C(C)(C)C)OCCN1N=C(C=C1C)C(=O)OCC ethyl 1-[2-[tert-butyl(dimethyl)silyl]oxyethyl]-5-methyl-pyrazole-3-carboxylate